N-(3-(2-chloro-5-fluorophenyl)-1-oxo-2,3-dihydro-1H-pyrrolo[3,4-f]quinolin-4-yl)-3-fluoro-5-(trifluoromethyl)benzamide ClC1=C(C=C(C=C1)F)C1NC(C2=C3C=CC=NC3=CC(=C21)NC(C2=CC(=CC(=C2)C(F)(F)F)F)=O)=O